C(CCCCCCCCCCCCCCCCC)(=O)O.C(C(C)O)O Propylenglycol monostearat